N-(3-Fluorobenzyl)-2,4-dihydroxy-5-isopropyl-N-methylbenzamide FC=1C=C(CN(C(C2=C(C=C(C(=C2)C(C)C)O)O)=O)C)C=CC1